ClC=1C=CC=2C(=C3N(C2C1C=1C(=NN(C1C)C)C)[C@@H](CN(C3=O)C3=C1C=C(N(C1=CC=C3)C)C#N)C)CCCOC3=CC(=C(C(=C3)C)Cl)C 4-[(4R)-7-chloro-10-[3-(4-chloro-3,5-dimethyl-phenoxy)propyl]-4-methyl-1-oxo-6-(1,3,5-trimethylpyrazol-4-yl)-3,4-dihydropyrazino[1,2-a]indol-2-yl]-1-methyl-indole-2-carbonitrile